3-(4-methyl-3-nitrophenyl)-5-(1-(3-(thiophen-2-yl)phenyl)ethyl)-1,2,4-oxadiazole CC1=C(C=C(C=C1)C1=NOC(=N1)C(C)C1=CC(=CC=C1)C=1SC=CC1)[N+](=O)[O-]